C(C)(C)(C)OC(=O)NCCN1N=NC=C1 (2-(1H-1,2,3-triazol-1-yl)ethyl)aminocarboxylic acid tert-butyl ester